(methylamino)-1-propanol CNC(CC)O